FC=1C2=C(C=NC1)CCC2 4-fluoro-6,7-dihydro-5H-cyclopenta[c]pyridin